isopropenamide C(C(=O)N)=C